{6-[4-(tert-butoxycarbonyl)piperazin-1-yl]-5-ethyl-2-(2-methoxypyridin-4-yl)-7-oxo-[1,2,4]triazolo[1,5-a]pyrimidin-4-yl}acetic acid C(C)(C)(C)OC(=O)N1CCN(CC1)C1=C(N(C=2N(C1=O)N=C(N2)C2=CC(=NC=C2)OC)CC(=O)O)CC